6-[3-(1,3-Dimethyl-6-{[(3-methylphenyl)methyl]oxy}pyrazolo[3,4-b]pyridin-5-yl)-1,2,4-oxadiazepin-5-yl]-2-fluoroaniline CN1N=C(C=2C1=NC(=C(C2)C2=NOC=CC(=N2)C2=CC=CC(=C2N)F)OCC2=CC(=CC=C2)C)C